ethylene butyl acrylate C(C=C)(=O)OCCCC.C=C